FC=1C=C(OC2=NC(=NC(=C2)C(F)(F)F)N2CCC(CC2)(O)CC2=C(C(=O)N)C=CC=C2)C=CC1 ({1-[4-(3-fluorophenoxy)-6-(trifluoromethyl)pyrimidin-2-yl]-4-hydroxypiperidin-4-yl}methyl)benzamide